3-(2,6-dichlorophenyl)azetidine ClC1=C(C(=CC=C1)Cl)C1CNC1